1-[3-[2-[(4-methoxyphenyl)methyl]-1,2,4-triazol-3-yl]pyrazin-2-yl]ethanamine COC1=CC=C(C=C1)CN1N=CN=C1C=1C(=NC=CN1)C(C)N